CS(=O)(=O)CN1N=NC(=C1)C(=O)NCC=1SC(=NN1)C1=CC=CC=C1 1-((methylsulfonyl)methyl)-N-((5-phenyl-1,3,4-thiadiazol-2-yl)methyl)-1H-1,2,3-triazole-4-carboxamide